tert-butyl (3S,4R)-3-(aminomethyl)-4-methoxypyrrolidine-1-carboxylate NC[C@H]1CN(C[C@@H]1OC)C(=O)OC(C)(C)C